I[SiH]([SiH3])I Diiododisilane